1-(2-phenylacetyl)piperidin C1(=CC=CC=C1)CC(=O)N1CCCCC1